tert-butyl 3-(5-bromo-3-methyl-2-oxo-1,3-benzodiazol-1-yl)-2,6-dioxopiperidine-1-carboxylate BrC1=CC2=C(N(C(N2C)=O)C2C(N(C(CC2)=O)C(=O)OC(C)(C)C)=O)C=C1